C1(=CC=CC=C1)C1=C2C=CC=CC2=C(C2=CC=CC=C12)C1=CC2=C(OC3=C2C=C2C=CC=CC2=C3)C=C1 2-(10-phenyl-9-anthryl)-benzo[b]Naphtho[2,3-d]Furan